ClC=1C=C(C#N)C=C(C1)OC1=C(N=CN(C1=O)CC1=NN(C(C=C1)=O)C1OCCCC1)C 3-chloro-5-((4-methyl-6-oxo-1-((6-oxo-1-(tetrahydro-2H-pyran-2-yl)-1,6-dihydropyridazin-3-yl)methyl)-1,6-dihydropyrimidin-5-yl)oxy)benzonitrile